CN1CC(CCC1)C1=NOCC(O1)CN1CCCCC1 (1-methylpiperidin-3-yl)-5-(piperidin-1-ylmethyl)-5,6-dihydro-1,4,2-dioxazine